5,5-dimethyl-2-[[4-[5-(trifluoromethyl)-1,2,4-oxadiazol-3-yl]phenyl]methyl]isoxazolidin-3-one CC1(CC(N(O1)CC1=CC=C(C=C1)C1=NOC(=N1)C(F)(F)F)=O)C